C(C)OC=1C(=CC=2N(C1)N=C(C2)C)C(=O)NC2=CC=C(N=N2)N2CCN(CC2)C(=O)OC(C)(C)C tert-butyl 4-(6-(6-ethoxy-2-methylpyrazolo[1,5-a]pyridine-5-carboxamido)pyridazin-3-yl)piperazine-1-carboxylate